1,6-dimethyl-4-(3-methyl-1-((4-(pyrrolidin-1-yl)bicyclo[2.2.2]octan-1-yl)methyl)-6,7-dihydro-1H-pyrazolo[4,3-c]pyridin-5(4H)-yl)-1H-pyrazolo[3,4-d]pyrimidine CN1N=CC=2C1=NC(=NC2N2CC1=C(CC2)N(N=C1C)CC12CCC(CC1)(CC2)N2CCCC2)C